C(C1=CC=CC=C1)[Se]CC1N=C(CC1)C1=CC=CC=C1 2-((Benzylseleno)methyl)-5-phenyl-3,4-dihydro-2H-pyrrole